(2R)-1-{[1-(6-chloro-3-fluoropyridin-2-yl)ethyl](4-methoxyphenylmethyl)amino}butan-2-ol ClC1=CC=C(C(=N1)C(C)N(C[C@@H](CC)O)CC1=CC=C(C=C1)OC)F